N-(1-(4-(2-(2,7-Diazaspiro[3.5]nonan-7-yl)propyl)phenyl)-2-oxo-1,2-dihydropyrimidin-4-yl)-4-(2-amino-2-methylpropanoyl)piperazine-1-carboxamide Hydrochloride Salt Cl.C1NCC12CCN(CC2)C(CC2=CC=C(C=C2)N2C(N=C(C=C2)NC(=O)N2CCN(CC2)C(C(C)(C)N)=O)=O)C